(S)-pyrrolidin-2-yl-(1H-1,2,4-triazol-5-yl)methanol N1C(CCC1)[C@H](O)C1=NC=NN1